2-(3,5-dimethylphenoxy)-N,N-dimethylethan-1-amine CC=1C=C(OCCN(C)C)C=C(C1)C